BrC=1C=2N(C3=CC=CC=C3C1)C(=C(C2C(=O)OC)C(=O)OC)C(C2=C(C=CC=C2)[N+](=O)[O-])=O Dimethyl 4-bromo-1-(2-nitrobenzoyl)pyrrolo[1,2-a]quinoline-2,3-dicarboxylate